CC1CN(CCN1C(=O)N1N=C(C=C1)C)C(=O)OC(C)(C)C tert-butyl 3-methyl-4-(3-methyl-1H-pyrazole-1-carbonyl)piperazine-1-carboxylate